(E)-3-(2-(4-(2-(2,5-dimethylthiazole-4-yl)acetyl)piperazin-1-yl)phenyl)-N-hydroxyacrylamide CC=1SC(=C(N1)CC(=O)N1CCN(CC1)C1=C(C=CC=C1)/C=C/C(=O)NO)C